tert-butyl-(±)-2-hydroxy-3,3-dimethoxy-8-azabicyclo[3.2.1]octane-8-carboxylate C(C)(C)(C)OC(=O)N1C2C(C(CC1CC2)(OC)OC)O